(6-(2-((cis-4-hydroxycyclohexyl)amino)pyrrolo[2,1-f][1,2,4]triazin-5-yl)imidazo[1,2-a]pyridin-3-yl)(pyrrolidin-1-yl)methanone O[C@H]1CC[C@H](CC1)NC1=NN2C(C=N1)=C(C=C2)C=2C=CC=1N(C2)C(=CN1)C(=O)N1CCCC1